BrC=1C=CC(=C(C1)C(C(=O)O)N1C(C=C(C=C1)C(F)(F)F)=O)Cl (5-bromo-2-chlorophenyl)[2-oxo-4-(trifluoromethyl)pyridin-1-yl]acetic acid